4-methoxybenzyl acetate C(C)(=O)OCC1=CC=C(C=C1)OC